3-butyl-1-octene C(CCC)C(C=C)CCCCC